C1(CCCCC1)C1=C(C=CC=C1)C(=O)O HYDROXY CYCLOHEXYL-PHENYL KETONE